C(C)(=O)OCCOCCOCCCC 2-(2-Butoxy ethoxy)ethyl acetate